C(C)OC[C@]1(CN(CC1)C(C(=O)C=1C=NC(=CC1)C)(C)C)CCC1=NC=C(C=C1)F |o1:4| (R or S)-2-(3-(ethoxymethyl)-3-(2-(5-fluoropyridin-2-yl)ethyl)pyrrolidin-1-yl)-2-methyl-1-(6-methylpyridin-3-yl)propan-1-one